4-Methyloctylacetat CC(CCCOC(C)=O)CCCC